(2S,4R)-1-((S)-2-acetamidobutanoyl)-4-hydroxy-N-(4-(4-methylthiazol-5-yl)benzyl)pyrrolidine-2-carboxamide C(C)(=O)N[C@H](C(=O)N1[C@@H](C[C@H](C1)O)C(=O)NCC1=CC=C(C=C1)C1=C(N=CS1)C)CC